2-[4-[3-[1-(5-chloropyrimidin-2-yl)-4-piperidyl]propoxy]-2-fluoro-phenyl]-N-[5-[[(2S,3R,4R,5R)-2,3,4,5,6-pentahydroxyhexyl]amino]pentyl]acetamide ClC=1C=NC(=NC1)N1CCC(CC1)CCCOC1=CC(=C(C=C1)CC(=O)NCCCCCNC[C@@H]([C@H]([C@@H]([C@@H](CO)O)O)O)O)F